N=1SN=C2C1C(=CC=C2B(O)O)B(O)O 2,1,3-benzothiadiazole-4,7-bisboronic acid